CN1C(=NC=C1C1=CC(=C(C=C1)NC=1N=CC2=C(N1)C(=NC(=C2)C)N2CC(C2)(C)OC)OC)C N-(4-(1,2-dimethyl-1H-imidazol-5-yl)-2-methoxyphenyl)-8-(3-methoxy-3-methylazetidin-1-yl)-6-methylpyrido[3,4-d]pyrimidin-2-amine